CC1(CC=2N(CC1)N=C(C2)CO)C (5,5-dimethyl-4,5,6,7-tetrahydropyrazolo[1,5-a]pyridin-2-yl)methanol